BrC1=C(C(=CC(=C1)C(C(F)(F)F)(C(F)(F)F)F)C(F)(F)F)NC(C1=C(C(=CC=C1)N(C(C1=CC=C(C=C1)C1=NOC(=N1)C(F)(F)F)=O)CC1CC1)F)=O N-[2-bromo-4-(1,1,1,2,3,3,3-heptafluoropropan-2-yl)-6-(trifluoromethyl)phenyl]-3-[N-(cyclopropylmethyl)-4-(5-trifluoromethyl-1,2,4-oxadiazol-3-yl)benzamido]-2-fluorobenzamide